tris(dimethylaminocyclopentadienyl)titanium CN(C)C1(C=CC=C1)[Ti](C1(C=CC=C1)N(C)C)C1(C=CC=C1)N(C)C